N-(4-((1-ethyl-7-methoxy-1H-indazol-6-yl)amino)pyridin-2-yl)cyclopropanecarboxamide C(C)N1N=CC2=CC=C(C(=C12)OC)NC1=CC(=NC=C1)NC(=O)C1CC1